C(CCCCC)C(C(=O)OCCCCCCCCCO)CCCCCC hydroxynonyl 2-hexyloctanoate